C(C)OC1=C(C#N)C(=CC(=C1)C(C)NCCCCC1=CC=CC=C1)NCC 2-ethoxy-6-(ethylamino)-4-{1-[(4-phenylbutyl)amino]ethyl}benzonitrile